ClC1=NC(=CN=C1)N1CC(CC1)(C)C 2-chloro-6-(3,3-dimethylpyrrolidin-1-yl)pyrazine